ClC1=C(C(=CC=C1)Cl)[C@H]([C@@H](CCCC)O)O 1-(2,6-dichlorophenyl)-(R,R)-1,2-hexanediol